NC=1C(=C(C=CC1)C1=NC=C(C(=C1)N1C(C(=C(C=C1C)[C@@H]1[C@H](C1)C=1C=NC=C(C1)Cl)Cl)=O)C)F 2'-(3-amino-2-fluorophenyl)-3-chloro-4-((1S,2S)-2-(5-chloropyridin-3-yl)cyclopropyl)-5',6-dimethyl-2H-[1,4'-bipyridin]-2-one